C(C1=CC=CC=C1)N(C(C1=CC=C(C=C1)NC(C1=C(C=CC=C1)CC)=O)=O)C1=CC=C(C=C1)F N-benzyl-4-(2-ethylbenzoylamino)-N-(4-fluorophenyl)benzamide